FC(C)(C)C1=NC(=NC(=C1)C)N1CC2C(C1)CN(C2)C=O ((3R,6S)-5-(4-(2-fluoropropan-2-yl)-6-methylpyrimidin-2-yl)hexahydropyrrolo[3,4-c]pyrrole-2(1H)-yl)methanone